N-(6-methoxy-4'-((trans)-2-(piperidin-4-ylamino)cyclopropyl)-[1,1'-biphenyl]-3-yl)methanesulfonamide COC1=CC=C(C=C1C1=CC=C(C=C1)[C@H]1[C@@H](C1)NC1CCNCC1)NS(=O)(=O)C